(S)-2-(tert-butoxy)-2-(7-(4-chlorophenyl)-2-(3-(1-isopropylpiperidin-4-yl)-1-methyl-1H-indazol-5-yl)-5-methylbenzo[d]thiazol-6-yl)acetic acid C(C)(C)(C)O[C@H](C(=O)O)C1=C(C2=C(N=C(S2)C=2C=C3C(=NN(C3=CC2)C)C2CCN(CC2)C(C)C)C=C1C)C1=CC=C(C=C1)Cl